6-(3-(1-Methyl-1H-pyrazol-4-yl)-1H-pyrazolo[4,3-d]pyrimidin-5-yl)-5,6,7,8-tetrahydro-1,6-naphthyridine CN1N=CC(=C1)C1=NNC2=C1N=C(N=C2)N2CC=1C=CC=NC1CC2